O1CC(CC1)N1N=CC(=C1)B1OC(C(O1)(C)C)(C)C 1-(tetrahydrofuran-3-yl)-4-(4,4,5,5-tetramethyl-1,3,2-dioxaborolan-2-yl)-1H-pyrazole